(2-chloro-3-nitrophenyl)(3,5-dichloropyrazin-2-yl)methanol ClC1=C(C=CC=C1[N+](=O)[O-])C(O)C1=NC=C(N=C1Cl)Cl